[35S]-cysteine N[C@@H](C[35SH])C(=O)O